7-[4-(4-methylpiperazin-1-yl)cyclohexyl]-5-(4-phenoxyphenyl)pyrrolo[2,3-d]pyrimidin-4-amine CN1CCN(CC1)C1CCC(CC1)N1C=C(C2=C1N=CN=C2N)C2=CC=C(C=C2)OC2=CC=CC=C2